2-[2-(aminomethyl)-3,3-difluoro-allyl]-4-[5-(1H-indazol-6-yl)-3-methyl-2-pyridyl]-1,2,4-triazol-3-one NCC(CN1N=CN(C1=O)C1=NC=C(C=C1C)C1=CC=C2C=NNC2=C1)=C(F)F